F[P-](F)(F)(F)(F)F.C1(=CC=CC=C1)C1SC(=CC(=C1)C1=CC=CC=C1)C1=CC=CC=C1 2,4,6-triphenylthiopyran hexafluorophosphate